BrC1=CC(=C(C=C1)C(F)(F)F)C 1-bromo-3-methyl-4-(trifluoromethyl)benzene